CC1CCC(O1)C1(OCCC1)C 5-methyl-2-(2-methyl-2-tetrahydrofuranyl)tetrahydrofuran